COCCN(C=1C=CC(=NC1)N)C N5-(2-methoxyethyl)-N5-methylpyridine-2,5-diamine